2-(6-chloro-5-(hydroxymethyl)-2-methyl-3-oxo-2,3-dihydropyridazin-4-yl)-N-(3-(trifluoromethyl)tetrahydrofuran-3-yl)acetamide ClC=1C(=C(C(N(N1)C)=O)CC(=O)NC1(COCC1)C(F)(F)F)CO